2-acrylamidopropanesulfonic acid C(C=C)(=O)NC(CS(=O)(=O)O)C